1,4-bis(trifluoromethyl)pyromellitic acid FC(C1(C(=O)O)C(C(=O)O)=CC(C(=O)O)(C(C(=O)O)=C1)C(F)(F)F)(F)F